2-(4-((2S,5R)-2,5-diethyl-4-(1-(2-ethylimidazo[1,2-b]pyridazin-6-yl)ethyl)piperazin-1-yl)-1-methyl-2-oxo-1,2-dihydropyrazolo[1,5-a][1,3,5]triazin-7-yl)acetonitrile C(C)[C@@H]1N(C[C@H](N(C1)C(C)C=1C=CC=2N(N1)C=C(N2)CC)CC)C2=NC(N(C=1N2N=C(C1)CC#N)C)=O